BrC=1C=C(C=CC1C)C1=CC=CC=C1 3-bromo-4-methyl-1,1'-biphenyl